Dicyclopentenyloxyethyl (3-ethyl-3-oxetanylmethyl) ether C(C)C1(COC1)COCC(OC1=CCCC1)OC1=CCCC1